C1=NC=CC2=CC(=CC=C12)C=1C(=C(C(=NC1)C#N)OCC1=CC=C(C=C1)OC)C 5-(isoquinolin-6-yl)-3-((4-methoxybenzyl)oxy)-4-methylpicolinonitrile